O1[C@H](CCC1)C(=O)O |r| racemic-tetrahydrofuranic acid